C(C)(C)(C)OC(NC(CC(=O)N)C1=C(C=CC(=C1)NC(C1=C(C=CC(=C1)C(F)(F)F)OC1=C(C=C(C=C1)F)C)=O)F)=O tert-Butyl(3-amino-1-(2-fluoro-5-(2-(4-fluoro-2-methylphenoxy)-5-(trifluoromethyl)benzamido)phenyl)-3-oxopropyl)carbamate